racemic-DL-p-hydroxyphenylglycine OC1=CC=C([C@@H](N)C(=O)O)C=C1 |r|